FC1=C(C(=CC=C1)F)C1=N[C@H](C2=NN=C(N2C=2SC=3C(CCOCC3C12)=O)C)C (7S)-9-(2,6-difluorophenyl)-3,7-dimethyl-13-oxa-18-thia-2,4,5,8-tetrazatetracyclo[8.8.0.02,6.011,17]octadeca-1(10),3,5,8,11(17)-pentaen-16-one